[3-(p-tolylsulfonyloxy)-2-(7-quinolyl)propyl]4-methylbenzenesulfonate C1(=CC=C(C=C1)S(=O)(=O)OCC(COS(=O)(=O)C1=CC=C(C=C1)C)C1=CC=C2C=CC=NC2=C1)C